COCOC(COCOC)C=1C=C(C=NC1OC)C1CN(CCC1(F)F)C(=O)OC(C)(C)C tert-butyl 3-(5-(2,4,7,9-tetraoxadecan-5-yl)-6-methoxypyridin-3-yl)-4,4-difluoropiperidine-1-carboxylate